C1(=CC=CC=C1)S(=O)(=O)CN1C(\C(\C2=CC=CC=C12)=C\1/NC2=CC=CC=C2C1=O)=O (Z)-1'-((phenylsulfonyl)methyl)-[2,3'-biindolinylidene]-2',3-dione